4-((1R,5S)-3,8-Diazabicyclo[3.2.1]octan-3-yl)-8-fluoro-2-(((2R,7aS)-2-fluorotetrahydro-1H-pyrrolizin-7a(5H)-yl)methoxy)-7-(5-(prop-1-en-2-yl)-1H-indazol-4-yl)quinazoline [C@H]12CN(C[C@H](CC1)N2)C2=NC(=NC1=C(C(=CC=C21)C2=C1C=NNC1=CC=C2C(=C)C)F)OC[C@]21CCCN1C[C@@H](C2)F